C(C)OCOC(=O)C1C2C3C4C=CC(C3C(C1)C2)C4 8-ethoxymethyloxycarbonyl-tetracyclo[4.4.0.12,5.17,10]-3-dodecene